1-[7-methyl-6-(1-methyl-1H-pyrazol-4-yl)-3,4-dihydro-1H-spiro[1,8-naphthyridine-2,3'-pyrrolidin]-1'-yl]propan-1-one CC1=C(C=C2CCC3(CN(CC3)C(CC)=O)NC2=N1)C=1C=NN(C1)C